6-[[5-cyclopropyl-4-(2,5-difluorophenyl)imidazol-1-yl]methyl]-1-methyl-benzimidazole C1(CC1)C1=C(N=CN1CC=1C=CC2=C(N(C=N2)C)C1)C1=C(C=CC(=C1)F)F